(3r,7r)-3,7-dimethyl-10-oxo-3,4,7,8,9,10-hexahydropyrido[4',3':3,4]Pyrazolo[1,5-a]Pyrazine-2(1H)-carboxylic acid tert-butyl ester C(C)(C)(C)OC(=O)N1CC=2C(=NN3C2C(NC[C@H]3C)=O)C[C@H]1C